ClC=1C=C(C=CC1Cl)C(C(=O)NCC1=C2CN(C(C2=CC=C1)=O)C1C(NC(CC1)=O)=O)=O 2-(3,4-dichlorophenyl)-N-((2-(2,6-dioxopiperidin-3-yl)-1-oxoisoindolin-4-yl)methyl)-2-oxoacetamide